O1B(OB(OB1[C@H](CC(C)C)NC(CNC(C1=C(C=CC(=C1)Cl)Cl)=O)=O)[C@H](CC(C)C)NC(CNC(C1=C(C=CC(=C1)Cl)Cl)=O)=O)[C@H](CC(C)C)NC(CNC(C1=C(C=CC(=C1)Cl)Cl)=O)=O N,N',N''-{boroxin-2,4,6-triyltris[[(1R)-3-methylbutane-1,1-diyl]imino(2-oxoethane-2,1-di-yl)]}tris(2,5-dichlorobenzamide)